Cl.NCC(=O)C=1OC=CC1 2-amino-1-(furan-2-yl)ethan-1-one hydrochloride